C(#N)C=1C=C(OC2C=3C=CC(=NC3CCC2)C2(CC2)NC(C2=CC=C(C=C2)F)=O)C=CC1 N-(1-(5-(3-cyanophenoxy)-5,6,7,8-tetrahydroquinolin-2-yl)cyclopropyl)-4-fluorobenzamide